C(C)OC1=C(O[C@H]2CN(CCC2)C2=CN=CC(=N2)NC(CCC=2C=C(C(=O)O)C=CC2)=O)C=CC=C1 (R)-3-(3-((6-(3-(2-ethoxyphenoxy)piperidin-1-yl)pyrazin-2-yl)amino)-3-oxopropyl)benzoic acid